C(C)C1=NC(=CC(=C1)C1=CC=CC=C1)C1=CC=C(C=C1)F 2-ethyl-4-phenyl-6-(p-fluorophenyl)pyridine